O[N-]CC N-hydroxy(ethyl)amide